C(C)(C)N1N=CC(=C1)C=1C=CC=C2C(=CN(C12)C)C(=O)O 7-(1-isopropyl-1H-pyrazol-4-yl)-1-methyl-1H-indole-3-carboxylic acid